COC[C-]1C(=CC=C1)P(C(C)(C)C)C(C)(C)C.[CH-]1C=CC=C1.[Fe+2] 1-(methoxymethyl)-2-(di-tert-butylphosphino)ferrocene